(2-hydroxyethyl)-1-methyl-1H-pyrrole-2-carbonitrile OCCC1=C(N(C=C1)C)C#N